8-chloro-3,4-dihydro-1H-pyrano[3,4-c]pyridine-8-carbaldehyde ClC1(NC=CC2=C1COCC2)C=O